N=1N=CN2C1C=CC(=C2)C(=O)N2CCC(CC2)[C@H](C2=C(C=C(C(=C2)Cl)C)O)N (R)-[1,2,4]triazolo[4,3-a]pyridin-6-yl(4-(amino(5-chloro-2-hydroxy-4-methylphenyl)methyl)piperidin-1-yl)methanone